4-(4,6-dimethoxy-1,3,5-triazin-2-yl)-4-methyl-morpholinium chloride [Cl-].COC1=NC(=NC(=N1)OC)[N+]1(CCOCC1)C